2-dimethylphosphoryl-Aniline CP(=O)(C)C1=C(N)C=CC=C1